OC1=CC(=CC=2C(C=3C(CC=CC3C(C12)=O)(O)O)=O)O 4,8-dihydroxy-2,8-dihydroxyanthraquinone